(5-(4-methoxyphenyl)-1,1-difluoropent-1-en-2-yl)naphthalene COC1=CC=C(C=C1)CCCC(=C(F)F)C1=CC=CC2=CC=CC=C12